(3,5-difluoro-4-(3-(5-(3-fluoropyrrolidin-1-yl)pyridin-2-yl)-1H-pyrazolo[3,4-c]pyridin-5-yl)phenyl)-N-methylmethanamine FC=1C=C(C=C(C1C=1C=C2C(=CN1)NN=C2C2=NC=C(C=C2)N2CC(CC2)F)F)CNC